3-(benzo[d][1,3]dioxol-5-yl)-N-(3-(pyridin-4-yl)-1H-pyrazol-5-yl)propenamide O1COC2=C1C=CC(=C2)C=CC(=O)NC2=CC(=NN2)C2=CC=NC=C2